(12AR)-9-bromo-10-chloro-8-fluoro-6-oxo-3,4,12,12a-tetrahydro-6H-pyrazino[2,1-c][1,4]benzoxazepine-2(1H)-carboxylic acid tert-butyl ester C(C)(C)(C)OC(=O)N1C[C@@H]2COC3=C(C(N2CC1)=O)C=C(C(=C3Cl)Br)F